8-((2-methoxyethyl)amino)-7,8,9,10-tetrahydro-5H-cyclohepta[b]naphthalene-5,11(6H)-dione COCCNC1CCC2=C(C(C=3C=CC=CC3C2=O)=O)CC1